C(#N)C(C)(C)C1=C(C(=C(C(=O)NC)C=C1)N)C (1-cyanoisopropyl)-N-methyl-3-methyl-2-aminobenzamide